(S)-1-[4,5-dimethoxy-2-(4,4,5,5-tetramethyl-1,3,2-dioxaborolan-2-yl)phenyl]propan-2-yl acetate C(C)(=O)O[C@H](CC1=C(C=C(C(=C1)OC)OC)B1OC(C(O1)(C)C)(C)C)C